ClP(C1C2=CC(=CC=C2C=2C=CC(=CC12)C(C)(C)C)C(C)(C)C)C1C2=CC(=CC=C2C=2C=CC(=CC12)C(C)(C)C)C(C)(C)C chlorobis(2,7-di-t-butylfluoren-9-yl)phosphine